((S)-1-(((2R,3S,4R,5R)-5-(5-chloro-7-(cyclopentylamino)-3H-[1,2,3]triazolo[4,5-b]pyridin-3-yl)-3,4-dihydroxytetrahydrofuran-2-yl)methoxy)-2-hydroxyethyl)phosphonic acid ClC1=CC(=C2C(=N1)N(N=N2)[C@H]2[C@@H]([C@@H]([C@H](O2)CO[C@H](CO)P(O)(O)=O)O)O)NC2CCCC2